ClC=1N=C(NC1[C@H]1[C@H](CN(CC1)S(=O)(=O)C=CC(=O)NC([2H])([2H])[2H])C)C1=NC=C(C=C1)F 3-[[(3R,4R)-4-[4-Chloro-2-(5-fluoro-2-pyridyl)-1H-imidazol-5-yl]-3-methyl-1-piperidyl]sulfonyl]-N-(trideuteriomethyl)propenamide